FC1=C(C(=C(C=C1OC)OC)F)C1=CC2=C(N=C(N=C2)N[C@H]2[C@H](COC2)NC(C=C)=O)C(=N1)N1CC(C1)(C)O N-((3R,4S)-4-((6-(2,6-difluoro-3,5-dimethoxyphenyl)-8-(3-hydroxy-3-meth-ylazetidin-1-yl)pyrido[3,4-d]pyrimidin-2-yl)amino)tetrahydrofuran-3-yl)acrylamide